BrC=1C=C(SC1)C(=O)OCC1=CC=CC=C1 benzyl 4-bromothiophene-2-carboxylate